F[P-](F)(F)(F)(F)F.N1(N=NC2=C1C=CC=C2)O[P+](N2CCCC2)(N2CCCC2)N2CCCC2 benzotriazole-1-yloxy-trispyrrolidinophosphonium hexafluorophosphate